6-[4-(trifluoromethyl)phenyl]-3,4-dihydro-1H-quinolin-2-one FC(C1=CC=C(C=C1)C=1C=C2CCC(NC2=CC1)=O)(F)F